(3R,5S)-3-amino-5-hydroxypiperidine-1-carboxylic acid tert-butyl ester C(C)(C)(C)OC(=O)N1C[C@@H](C[C@@H](C1)O)N